C(C(C)C)N1N=C(C2=C(C=CC=C12)CC1=CC=C(C=C1)C(F)(F)F)C(=O)NC12CC(C1)(C2)CC(=O)O 2-[3-[[1-isobutyl-4-[[4-(trifluoromethyl)phenyl]methyl]indazole-3-carbonyl]amino]-1-bicyclo[1.1.1]pentanyl]acetic acid